6-(2,4-dimethoxypyrimidin-5-yl)pyrazolo[1,5-b]pyridazin-4-ol COC1=NC=C(C(=N1)OC)C=1C=C(C=2N(N1)N=CC2)O